2-(2-(benzyloxy)-4-(1-methyl-1H-tetrazol-5-yl)phenyl)-7-(2,2,6,6-tetramethyl-1,2,3,6-tetrahydropyridin-4-yl)imidazo[1,2-a]pyrimidine C(C1=CC=CC=C1)OC1=C(C=CC(=C1)C1=NN=NN1C)C=1N=C2N(C=CC(=N2)C=2CC(NC(C2)(C)C)(C)C)C1